FC1=C(C=CC=C1C(F)(F)F)[C@@H](C)N (R)-1-(2-fluoro-3-(trifluoromethyl)phenyl)ethanamine